BrC1=CC=C(C=C1)N1C[C@@H]2CNC[C@@H]2C1 cis-2-(4-bromophenyl)octahydropyrrolo[3,4-c]pyrrole